2-dimethylamino-2-(4-methylbenzyl)-1-(4-morpholinophenyl)butane-1-one CN(C(C(=O)C1=CC=C(C=C1)N1CCOCC1)(CC)CC1=CC=C(C=C1)C)C